ClC=1C(=C2C=NNC2=CC1C)C=1C(=NN(C1C)C1CC2(CN(C2)C(C=C)=O)C1)C1=CC2=CN(N=C2C=C1)CCN1C[C@H](CC1)F (S)-1-(6-(4-(5-chloro-6-methyl-1H-indazol-4-yl)-3-(2-(2-(3-fluoropyrrolidin-1-yl)ethyl)-2H-indazol-5-yl)-5-methyl-1H-pyrazol-1-yl)-2-azaspiro[3.3]hept-2-yl)propan-2-en-1-one